2-(2-isopropyl-5-methylcyclohexyl)-2-(2-dimethylphenylsilylethyl)-1-ethoxy-3-methoxy-propane C(C)(C)C1C(CC(CC1)C)C(COCC)(COC)CC[Si](C1=CC=CC=C1)(C)C